NC1=C(C=CC=C1)C=1OC2=C(N1)C=C(C=C2)CN2CCN(CC2)C(=O)OC(C)(C)C tert-Butyl 4-((2-(2-aminophenyl)benzo[d]oxazol-5-yl)methyl)piperazine-1-carboxylate